1,2,3-trisilyl-2,4,6-trimethylcyclotrisilazane [SiH3]N1[Si](N([SiH](N[SiH]1C)C)[SiH3])(C)[SiH3]